benzhydrylidene-(4-methyl-2,3-dihydropyridazino[4,5-b][1,4]oxazin-8-yl)amine C(C1=CC=CC=C1)(C1=CC=CC=C1)=NC1=NN=CC2=C1OCCN2C